O=C1NC(CCC1N1C(C2=CC=CC(=C2C1=O)N1CCC(CC1)NC)=O)=O 2-(2,6-Dioxo-3-piperidyl)-4-[4-(methylamino)-1-piperidyl]isoindoline-1,3-dione